CC1(CCC=2C1=NC1=C(C2NC(=O)N=[S@](=O)(N)C2=NN(C=C2)C(C)C)CCC1)C (R)-N'-((3,3-dimethyl-1,2,3,5,6,7-hexahydro-dicyclopenta[b,e]pyridin-8-yl)carbamoyl)-1-isopropyl-1H-pyrazole-3-sulfonimidamide